C1(CC1)C1=CN=C(S1)NC(C1=C(C=CC=C1)C)=O N-(5-cyclopropylthiazol-2-yl)-2-methylbenzamide